FC=1C=CC=C2CCO[C@H](C12)CN(C)C (R)-1-(8-fluoroisochroman-1-yl)-N,N-dimethylmethylamine